NC1=C(C=C(C=C1)C=1SC=C(N1)C(=O)NC1=CC2=CN(N=C2C=C1C1=COC=C1)CCC(C)(C)O)F 2-(4-amino-3-fluorophenyl)-N-(6-(furan-3-yl)-2-(3-hydroxy-3-methylbutyl)-2H-indazol-5-yl)thiazole-4-carboxamide